berbaman C1CN[C@@H]2CC3=CC(=CC=C3)OC4=CC=C(C[C@H]5C6=C(CCN5)C=CC(=C6)OC7=CC=CC1=C27)C=C4